CN(C(CN1C=C(C=C1)C(=O)NC1CCC(CC1)OC1=C2C=CC=NC2=CC(=N1)N1CCOCC1)=O)C 1-(2-(dimethylamino)-2-oxoethyl)-N-((1s,4s)-4-((7-morpholino-1,6-naphthyridin-5-yl)oxy)cyclohexyl)-1H-pyrrole-3-carboxamide